tert-butyl N-(2-bromo-4-methoxy-benzoyl)-N-(2-methylallyl)carbamate BrC1=C(C(=O)N(C(OC(C)(C)C)=O)CC(=C)C)C=CC(=C1)OC